COC=1C=CC(=NC1)COC=1N=CC(=NC1)C=1N=C2N(C=CC(=C2)C#N)C1NC 2-{5-[(5-methoxypyridin-2-yl)methoxy]pyrazin-2-yl}-3-(methylamino)imidazo[1,2-a]pyridine-7-carbonitrile